CC1=NOC(=C1C=1C=C2C(=NC1)N(C=C2C2=CC=C(C(=O)O)C=C2)C(C)C2=NC=C(C=C2)F)C 4-(5-(3,5-dimethylisoxazol-4-yl)-1-(1-(5-fluoropyridin-2-yl)ethyl)-1H-pyrrolo[2,3-b]pyridin-3-yl)benzoic acid